COC(=O)[C@H]1N(C[C@@H](C1)OC1=CC=CC=C1)C(=O)OC(C)(C)C (2S,4R)-4-phenoxypyrrolidine-1,2-dicarboxylic acid 1-(tert-butyl) ester 2-methyl ester